FC1=CC=C(C=C1)NC([C@@H](C)C12CC(C1)(C2)NC(C2=NC(=CC=C2)C(F)(F)F)=O)=O (S)-N-(3-(1-((4-fluorophenyl)amino)-1-oxopropan-2-yl)bicyclo[1.1.1]pentan-1-yl)-6-(trifluoromethyl)picolinamide